2,5-difluoro-4-nitro-aniline FC1=C(N)C=C(C(=C1)[N+](=O)[O-])F